[O-2].[Cr+3].[V+5].[O-2].[O-2].[O-2] vanadium-chromium oxide